FC1(CCN(CC1)C1=CC(=NC2=CC=CN=C12)NC(C1=C(C=C(C=C1)I)N1CCC2(CC2)CC1)=O)F N-(4-(4,4-difluoropiperidin-1-yl)-1,5-naphthyridin-2-yl)-4-iodo-2-(6-azaspiro[2.5]octan-6-yl)benzamide